CO[C@H]1CC[C@H](CC1)NC=1N=CC2=C(N1)NC=C2C=2C=C1N=CC=NC1=CC2 N-(cis-4-Methoxycyclohexyl)-5-(quinoxalin-6-yl)-7H-pyrrolo[2,3-d]pyrimidin-2-amine